1-methyl-9,10-bis[2-carboxy(4-methyl-4-cyclohexenyl)]carbonyloxyanthracene CC1=CC=CC2=C(C3=CC=CC=C3C(=C12)OC(=O)C1C(CC(=CC1)C)C(=O)O)OC(=O)C1C(CC(=CC1)C)C(=O)O